FC1(CCN(CC1)C1=C(C=O)C=CC(=C1)[N+](=O)[O-])F 2-(4,4-Difluoropiperidin-1-yl)-4-nitrobenzaldehyde